ClC1=C2C=CC=NC2=C(C(=C1)C(C=1C=NC=CC1)NC(CN1C2CN(C(C1)C2)C(=O)OC(C)(C)C)=O)O tert-butyl 5-(2-(((5-chloro-8-hydroxyquinolin-7-yl)(pyridin-3-yl)methyl)amino)-2-oxoethyl)-2,5-diazabicyclo[2.2.1]heptane-2-carboxylate